(R)-1-(1-Ethylpiperidin-3-yl)-6-isopropyl-5-(8-methoxy-[1,2,4]triazolo[1,5-a]pyridin-6-yl)-1,3-dihydro-2H-benzo[d]imidazol-2-on C(C)N1C[C@@H](CCC1)N1C(NC2=C1C=C(C(=C2)C=2C=C(C=1N(C2)N=CN1)OC)C(C)C)=O